chromeno[d]pyrimidine-2,5-dione N1C(N=CC2=C1OC1=CC=CC=C1C2=O)=O